(5-chloro-1-hydroxynaphthalen-2-yl)boric acid ClC1=C2C=CC(=C(C2=CC=C1)O)OB(O)O